CC1=CC=C(C=C1)C(C)(CC)O 2-(p-methylphenyl)-2-butanol